C1(CCCCC1)C1=CC=C(C=C1)N(C1=CC=2C(C3=CC=CC=C3C2C=C1)(C)C)C=1C=C(C=C(C1)C1=CC(=CC(=C1)C(C)(C)C)C1=CC(=CC(=C1)C(C)(C)C)C(C)(C)C)C(C)(C)C N-(4-Cyclohexylphenyl)-N-(3,3'',5',5''-tetra-t-butyl-1,1':3',1''-terphenyl-5-yl)-9,9-dimethyl-9H-fluoren-2-amine